FC(OC=1C=NC=NC1)F 5-difluoromethoxypyrimidine